BrC1=C(C=CC=C1)CCS=C(C)[O-] S-[2-(2-bromophenyl)ethyl]ethanethioate